fluoro-1,3-dimethyl-5-nitrobenzene FC1=C(C=C(C=C1C)[N+](=O)[O-])C